ClC1=CC(=C(C=C1)N1N=CN=C1)[N+](=O)[O-] 1-(4-chloro-2-nitrophenyl)-1H-1,2,4-triazole